C1(CC1)S(=O)C1=CC=C(C=C1)C1=CC=C2C(=N1)SC(=N2)OC(C)C2CCN(CC2)C2=NC(=NO2)C(C)C 5-(4-(1-((5-(4-(cyclopropyl-sulfinyl)phenyl)thiazolo[5,4-b]pyridin-2-yl)oxy)ethyl)piperidin-1-yl)-3-isopropyl-1,2,4-oxadiazole